(Benzyloxy)-4-bromo-1-methyl-1H-imidazole C(C1=CC=CC=C1)OC=1N(C=C(N1)Br)C